NC1=C2C(=NC=N1)N(N=C2C2=CC=C(C=C2)CNC(C2=C(C=CC=C2)OC)=O)[C@H]2C=C[C@H](C2)OC(C(C)(C)C)=O [(1S,4R)-4-[4-Amino-3-[4-[[(2-methoxybenzoyl)amino]methyl]phenyl]pyrazolo[3,4-d]pyrimidin-1-yl]cyclopent-2-en-1-yl]2,2-dimethylpropanoate